3-prop-2-enoxypropane C(C=C)OCCC